ClC1=C(C=CC=C1)C1=NC=CC=C1C=1C=C2C(=NC=NC2=CC1)N 6-(2-(2-Chlorophenyl)pyridin-3-yl)quinazolin-4-amine